C1=C2C3=C(C=NC2=CC=C1)C(C1=CC=CC=C13)=O 7H-indeno[2,1-c]quinolin-7-one